aluminum-silicon-calcium-barium [Ba].[Ca].[Si].[Al]